N1C=C(C2=CC=CC=C12)C[C@@H](CCCC)NC(=O)C1=CC=2C=NC(=CC2S1)N1CCN(CC1)C (R)-N-(1-(1H-indol-3-yl)hexan-2-yl)-6-(4-methylpiperazin-1-yl)thieno[3,2-c]pyridine-2-carboxamide